α-(cyanomethoximino)-phenylacetonitrile C(#N)CON=C(C#N)C1=CC=CC=C1